C(CC)(=S)OCCCC n-butyl thiopropionate